C(C)(C)(C)C1=CC=C(C=C1)C1=CC(=CC=C1)N(C1=NC=2N(C3=CC(=CC=C13)C=O)C=NN2)C 5-((4'-(tert-butyl)-[1,1'-biphenyl]-3-yl)(methyl)amino)-[1,2,4]triazolo[4,3-a]quinazoline-8-carbaldehyde